tert-butyl 3-((8-((tert-butoxycarbonyl)(2-(trifluoromethoxy)phenyl)amino)-3-isopropylimidazo[1,2-b]pyridazin-6-yl)thio)piperidine-1-carboxylate C(C)(C)(C)OC(=O)N(C=1C=2N(N=C(C1)SC1CN(CCC1)C(=O)OC(C)(C)C)C(=CN2)C(C)C)C2=C(C=CC=C2)OC(F)(F)F